N-(2-(2-amino-6-hydroxy-9H-purin-9-yl)ethyl)-3-(thiophen-2-yl)-1H-pyrazole-5-carboxamide NC1=NC(=C2N=CN(C2=N1)CCNC(=O)C1=CC(=NN1)C=1SC=CC1)O